(3R,4S)-3-(1-ethoxyethyl)-4-phenyl-N-t-butoxycarbonyl-2-azetidinone C(C)OC(C)[C@@H]1C(N([C@@H]1C1=CC=CC=C1)C(=O)OC(C)(C)C)=O